3-(4-(6-(4-(8-(7-Acetyl-3-(tetrahydro-2H-pyran-4-yl)-5,6,7,8-tetrahydroimidazo[1,5-a]pyrazin-1-yl)isoquinolin-3-yl)phenoxy)hex-1-yn-1-yl)-1-oxoisoindolin-2-yl)piperidine-2,6-dione C(C)(=O)N1CC=2N(CC1)C(=NC2C=2C=CC=C1C=C(N=CC21)C2=CC=C(OCCCCC#CC1=C3CN(C(C3=CC=C1)=O)C1C(NC(CC1)=O)=O)C=C2)C2CCOCC2